4-((8-bromo-2,3,4,5-tetrahydro-1H-benzo[b]azepin-1-yl)methyl)-N-hydroxybenzamide BrC=1C=CC2=C(N(CCCC2)CC2=CC=C(C(=O)NO)C=C2)C1